C1(CCCCC1)OCOC(C=C)=O cyclohexyloxymethylacrylate